[W].[He] helium tungsten